Alanine-d4 N([C@@](C[2H])(C(=O)O)[2H])([2H])[2H]